C(C)(C)(C)OC(=O)N1CC=2C=CC(=NC2CC1CC(C)C)Cl 2-Chloro-7-(2-methylpropyl)-5,6,7,8-tetrahydro-1,6-naphthyridine-6-carboxylic acid tert-butyl ester